(2R)-2-aminoglutaric acid N[C@@H](C(=O)O)CCC(=O)O